tert-butyl ((1S,3R)-3-(2-(methylthio)-6-(1-((2-(trimethylsilyl)ethoxy)methyl)-1H-1,2,4-triazol-3-yl)-1H-imidazo[4,5-c]pyridin-1-yl)cyclohexyl)carbamate CSC=1N(C2=C(C=NC(=C2)C2=NN(C=N2)COCC[Si](C)(C)C)N1)[C@H]1C[C@H](CCC1)NC(OC(C)(C)C)=O